COC(=O)C=1C=C(C=CC1C(=O)OC)C1=CC(=C(C=C1)C(=O)OC)C(=O)OC 3,3',4,4'-biphenyl-tetracarboxylic acid tetramethyl ester